(R)-2-((2-chloro-5-cyano-3-(4-methyl-2,6-dihydropyrrolo[3,4-c]pyrazol-5(4H)-yl)phenyl)amino)-4-(cyclopropylamino)pyrazolo[1,5-a][1,3,5]triazine-8-carbonitrile ClC1=C(C=C(C=C1N1CC2=NNC=C2[C@H]1C)C#N)NC1=NC=2N(C(=N1)NC1CC1)N=CC2C#N